CN([C@@H]([C@H](O)C)C(=O)O)C(C1=CC=CC=C1)(C1=CC=CC=C1)C1=CC=CC=C1.C(CC)S 1-Propanethiol Methyl-trityl-L-threoninate